C1OC2=C(O1)C=[C-]C=C2.[Mg+2].[Br-] 3,4-(Methylenedioxy)phenylmagnesium bromide